C(C1=CC=CC=C1)OC1=NC(=NC(=C1)C(=C)C)C(C)(F)F 4-(benzyloxy)-2-(1,1-difluoroethyl)-6-(prop-1-en-2-yl)pyrimidine